NC1CN(CCC1)C1=C2C(=NC=C1)N(C(=N2)C2=CC(=C(C#N)C=C2)F)C=2C=C1CCCC1=CC2 4-(7-(3-Aminopiperidin-1-yl)-3-(2,3-dihydro-1H-inden-5-yl)-3H-imidazo[4,5-b]pyridin-2-yl)-2-fluorobenzonitrile